NCCC1=CC=C(C=C1)C1=C2CN(C(C2=CC=C1)=O)C1C(NC(CC1)=O)=O 3-(4-(4-(2-aminoethyl)phenyl)-1-oxoisoindolin-2-yl)piperidine-2,6-dione